tert-butyl 1-oxo-2-(5-(trifluoromethyl)-1,3,4-thiadiazol-2-yl)-2,8-diazaspiro[4.5]decane-8-carboxylate O=C1N(CCC12CCN(CC2)C(=O)OC(C)(C)C)C=2SC(=NN2)C(F)(F)F